benzo-thiadiazole S1N=NC2=C1C=CC=C2